5-chloro-N-(3-chloro-4-(4-(4-methylpiperazin-1-yl)piperidin-1-yl)phenyl)-4-(1-(ethylsulphonyl)-1H-indol-3-yl)pyrimidin-2-amine ClC=1C(=NC(=NC1)NC1=CC(=C(C=C1)N1CCC(CC1)N1CCN(CC1)C)Cl)C1=CN(C2=CC=CC=C12)S(=O)(=O)CC